N-((1R,3s,5S)-9-(2-((2-chlorophenyl)amino)-2-oxoethyl)-9-azabicyclo[3.3.1]nonan-3-yl)-3,4,5-trimethoxybenzamide COC1=CC(=CC(=C1OC)OC)C(=O)NC2C[C@H]3CCC[C@@H](C2)N3CC(=O)NC4=CC=CC=C4Cl